2-(6-Chloro-benzothiazol-2-ylamino)-1-methyl-1H-benzoimidazole-5-carboxylic acid [2-(3-methylaminomethyl-piperidin-1-yl)-2-oxo-ethyl]-amid hydrochloride Cl.CNCC1CN(CCC1)C(CNC(=O)C1=CC2=C(N(C(=N2)NC=2SC3=C(N2)C=CC(=C3)Cl)C)C=C1)=O